4-(4-chlorophenoxy)-2-chlorobenzoic acid ClC1=CC=C(OC2=CC(=C(C(=O)O)C=C2)Cl)C=C1